NC=1C=C2CCC=NC2=NC1 6-amino-3,4-dihydro-1,8-naphthyridin